OC=1C=C2C(=NN(C2=CC1)C1OCCCC1)C=1N=CN(C1)CCCOCC[C@@H](C)CS(=O)(=O)[O-] [(1R)-3-[3-[4-(5-hydroxy-1-tetrahydropyran-2-yl-indazol-3-yl)imidazol-1-yl]propoxy]-1-methyl-propyl]methanesulfonate